1-(4-chlorophenyl)-2-fluoro-4-methyl-5-(2,2,2-trifluoroethylsulfanyl)benzene ClC1=CC=C(C=C1)C1=C(C=C(C(=C1)SCC(F)(F)F)C)F